3-ethyl-7-(((3-((4-fluorophenyl)amino)cyclobutyl)amino)methyl)quinolin-2(1H)-one C(C)C=1C(NC2=CC(=CC=C2C1)CNC1CC(C1)NC1=CC=C(C=C1)F)=O